ClC1=CC=C(C=N1)CC=1OC=CN1 2-((6-chloropyridin-3-yl)methyl)oxazole